C12(CCC(CC1)C2)C(=O)O norbornyl-carboxylic acid